1-(3-((5-chloro-2-((3-ethyl-1-(1-methylpiperidin-4-yl)-1H-pyrazol-4-yl)amino)pyrimidin-4-yl)amino)propyl)piperidin-2-one ClC=1C(=NC(=NC1)NC=1C(=NN(C1)C1CCN(CC1)C)CC)NCCCN1C(CCCC1)=O